NCCNC(C1=CC(=CC=C1)N1C=CC=2C1=NC=C(C2)C(=O)N2CCC(CC2)(F)F)=O N-(2-aminoethyl)-3-(5-(4,4-difluoropiperidine-1-carbonyl)-1H-pyrrolo[2,3-b]pyridin-1-yl)benzamide